C(=O)(O)C1=C(C=CC=C1)C1=CC=C(C=C1)CN1C(=NC(=C1C(=O)O)C(=O)O)CCC 1-[(2'-carboxybiphenyl-4-yl)methyl]-2-propylimidazole-4,5-dicarboxylic acid